FC=1C(=C2C(=NC1NC1=NC(=CC(=C1)NC)C)CCO2)[C@@H]2CCNCCC2 |r| N2-[6-fluoro-7-[rac-(4S)-azepan-4-yl]-2,3-dihydrofuro[3,2-b]pyridin-5-yl]-N4,6-dimethyl-pyridine-2,4-diamine